FC1=NC=CC(=C1)OC1=CC(=C(C=C1)[N+](=O)[O-])OC 2-fluoro-4-(3-methoxy-4-nitrophenoxy)pyridine